FC(C(CC(C(C)(C)C)=O)=O)(F)F 1,1,1-trifluoro-5,5-dimethylhexane-2,4-dione